(4R,7S)- or (4S,7R)-N-(Benzo[d][1,3]dioxol-5-yl)-3-(9-cyclobutyl-3-(trifluoromethyl)-5,6,7,8-tetrahydro-4,7-epiminocyclohepta[c]pyrazol-1(4H)-yl)-N-methylbenzamide O1COC2=C1C=CC(=C2)N(C(C2=CC(=CC=C2)N2N=C(C1=C2C[C@@H]2CC[C@H]1N2C2CCC2)C(F)(F)F)=O)C |o1:23,26|